OC(CCC=C)(C=C)C=1NC(C=2SC=C3OCCCC1C32)=O 7-(1-hydroxy-1-vinyl-pent-4-enyl)-12-oxa-3-thia-6-azatricyclo[6.4.1.04,13]trideca-1,4(13),7-trien-5-one